3,4-dichloro-2-((6S)-3-((R)-pyrrolidin-3-yl)-6,7-dihydro-5H-pyrrolo[2,1-c][1,2,4]triazol-6-yl)phenol ClC=1C(=C(C=CC1Cl)O)[C@@H]1CC2=NN=C(N2C1)[C@H]1CNCC1